(4-(diethylcarbamoyl)phenyl)-2-methylquinoline-3-carboxamide C(C)N(C(=O)C1=CC=C(C=C1)C1=C(C(=NC2=CC=CC=C12)C)C(=O)N)CC